1-{[1-(4-chloro-3-fluorophenyl)-3-ethyl-1H-1,2,4-triazol-5-yl]methyl}-3-{[1-(quinoxalin-6-yl)-1H-1,2,4-triazol-5-yl]methyl}urea ClC1=C(C=C(C=C1)N1N=C(N=C1CNC(=O)NCC1=NC=NN1C=1C=C2N=CC=NC2=CC1)CC)F